ClC1=C(C=C2CC(CN3C2=C1C=C3)N(C(OC(C)(C)C)=O)C)F tert-butyl (9-chloro-8-fluoro-5,6-dihydro-4H-pyrrolo[3,2,1-ij]quinolin-5-yl)(methyl)carbamate